C1(CC1)C1=C(C(=O)OC)C=C(C(=C1)CN1CCC2(CC(N(C2)C2=CC=C(C=C2)CCCCNS(=O)(=O)C)=O)CC1)OCC methyl 2-cyclopropyl-5-ethoxy-4-((2-(4-(4-(methylsulfonamido)butyl)phenyl)-3-oxo-2,8-diazaspiro[4.5]decan-8-yl)methyl)benzoate